(R)-N-(2-(4-Cyanothiazolidin-3-yl)-2-oxoethyl)-6-(3-(1,1-difluoroethyl)azetidin-1-yl)quinoline-4-carboxamide C(#N)[C@H]1N(CSC1)C(CNC(=O)C1=CC=NC2=CC=C(C=C12)N1CC(C1)C(C)(F)F)=O